OCCN(C=O)CCO Bis(2-hydroxyethyl)formamide